(2S)-N-[2-fluoro-4-methyl-5-[5-(morpholin-4-yl)-6-(morpholin-4-yloxy)pyridin-3-yl]phenyl]-2-(trifluoromethyl)morpholine-4-carboxamide FC1=C(C=C(C(=C1)C)C=1C=NC(=C(C1)N1CCOCC1)ON1CCOCC1)NC(=O)N1C[C@H](OCC1)C(F)(F)F